The molecule is a hydroxypolyether phosphate consisting of hexaethylene glycol carrying a single O-phospho group. It derives from a hexaethylene glycol. C(COCCOCCOCCOCCOCCOP(=O)(O)O)O